1,2-difluoro-1-butene FC=C(CC)F